4-((3-chloro-2-methylphenyl)amino)-N-(4-(piperazin-1-yl)phenyl)-[1,1'-biphenyl]-3-carboxamide ClC=1C(=C(C=CC1)NC1=C(C=C(C=C1)C1=CC=CC=C1)C(=O)NC1=CC=C(C=C1)N1CCNCC1)C